C=C1C2C=CC(C1)C2 5-methyliden-bicyclo[2.2.1]hept-2-ene